CC=1C(=C2C=NNC2=CC1)C1=NC(=NC(=N1)N1CCOCC1)N1CC2(CN(C2)C(C=C)=O)CC1 1-(6-(4-(5-methyl-1H-indazol-4-yl)-6-morpholino-1,3,5-triazin-2-yl)-2,6-diazaspiro[3.4]octan-2-yl)prop-2-en-1-one